C(C)(=O)OC1=C(C(=CC(=C1)C)C)C(CC(=O)O[C@@H]1[C@](O[C@H](C1)N1C2=NC(=NC(=C2N=C1)NC(CCCCCC)=O)Cl)(CO)C#C)(C)C (2R,3S,5R)-5-(2-chloro-6-heptanamido-9H-purin-9-yl)-2-ethynyl-2-(hydroxymethyl)tetrahydrofuran-3-yl 3-(2-acetoxy-4,6-dimethyl phenyl)-3-methylbutanoate